Bis(naphthalen-2-yl)methane C1=C(C=CC2=CC=CC=C12)CC1=CC2=CC=CC=C2C=C1